4-amino-1-methyl-N-(6-oxo-5-oxa-7-azaspiro[3.4]octan-7-yl)-N-((5-(trifluoromethyl)pyridin-2-yl)methyl)-1H-pyrazolo[4,3-c]quinoline-8-carboxamide NC1=NC=2C=CC(=CC2C2=C1C=NN2C)C(=O)N(CC2=NC=C(C=C2)C(F)(F)F)N2C(OC1(CCC1)C2)=O